O1C=CC2=C1C=CC(=C2)CN2C1=C(SCC2=O)C=CC(=C1)C(=O)OC methyl 4-(benzofuran-5-ylmethyl)-3-oxo-3,4-dihydro-2H-benzo[b][1,4]thiazine-6-carboxylate